FC1=C(CN2C(C=3C=CC=NC3C(=C2)C(=O)N[C@@H]2[C@H](COCC2)O)=O)C(=CC(=C1)C1=CN=C(S1)C)F 6-(2,6-difluoro-4-(2-methylthiazol-5-yl)benzyl)-N-((3R,4S)-3-hydroxytetrahydro-2H-pyran-4-yl)-5-oxo-5,6-dihydro-1,6-naphthyridine-8-carboxamide